C(C(C)C)N(CC(C)C)C N,N-diisobutylmonomethylamine